3-quinolinecarbonitrile monohydrate O.N1=CC(=CC2=CC=CC=C12)C#N